N1=C(C=CC=C1)C1=CC=C(N)C=C1 4-(Pyridin-2-yl)aniline